The molecule is a 3',5'-cyclic purine nucleotide that is guanosine 3',5'-cyclic monophosphate in which the hydrogen at position 8 on the purine fragment has been replaced by a nitro group. It has a role as a Brassica napus metabolite, a signalling molecule, a biomarker and a human metabolite. It is a 3',5'-cyclic purine nucleotide and a C-nitro compound. It derives from a 3',5'-cyclic GMP. It is a conjugate acid of an 8-nitroguanosine 3',5'-cyclic monophosphate(1-). C1[C@@H]2[C@H]([C@H]([C@@H](O2)N3C4=C(C(=O)NC(=N4)N)N=C3[N+](=O)[O-])O)OP(=O)(O1)O